acryloyloxyoctyltrihydroxysilane C(C=C)(=O)OCCCCCCCC[Si](O)(O)O